2-(4-(7-bromo-9H-benzo[d]imidazo[1,2-a]imidazol-2-yl)-3-fluorophenyl)pyrrolidine-1-carboxylic acid tert-butyl ester C(C)(C)(C)OC(=O)N1C(CCC1)C1=CC(=C(C=C1)C=1N=C2N(C3=C(N2)C=C(C=C3)Br)C1)F